(±)-N-(4,5-dichloro-2-fluorophenyl)-1-fluoro-9-methylene-6,7,8,9-tetrahydro-5H-5,8-epiminocyclohepta[c]pyridine-10-carboxamide ClC1=CC(=C(C=C1Cl)NC(=O)N1C2CCC1C(C=1C(=NC=CC12)F)=C)F